1-(1,2,3,4-tetrahydroacridin-9-yl)ethane-1,2-diamine C1CCCC2=NC3=CC=CC=C3C(=C12)C(CN)N